C(C)OC(=O)C1=CN(C2=CC(=C(C=C2C1=O)F)F)C1=CC=CC=C1 6,7-difluoro-4-oxo-1-phenyl-1,4-dihydroquinoline-3-carboxylic acid ethyl ester